FC(C1=NC(=NO1)C=1C=C2CC[C@H](C2=CC1)NC(OC)=O)F methyl (R)-(5-(5-(difluoromethyl)-1,2,4-oxadiazol-3-yl)-2,3-dihydro-1H-inden-1-yl)carbamate